5-(4-methoxybenzyl)-5-methyl-2-((2-(pyrrolidin-1-yl)ethyl)thio)-4,5-dihydro-1H-imidazole dihydrochloride Cl.Cl.COC1=CC=C(CC2(CN=C(N2)SCCN2CCCC2)C)C=C1